C(C)(=O)O[C@@H]1[C@H](O[C@H]([C@@H]1OC(C)=O)N1C2=NC(=NC(=C2N=C1)[2H])Cl)COC(C)=O (2R,3R,4R,5R)-2-(acetoxymethyl)-5-(2-chloro-9H-purin-9-yl-6-d)tetrahydrofuran-3,4-diyl diacetate